2-((2-amino-9-((2R,3S,4S,5R)-4-fluoro-3-hydroxy-5-(hydroxymethyl)tetrahydrofuran-2-yl)-8-oxo-8,9-dihydro-7H-purin-7-yl)methyl)benzoic acid NC1=NC=C2N(C(N(C2=N1)[C@@H]1O[C@@H]([C@H]([C@H]1O)F)CO)=O)CC1=C(C(=O)O)C=CC=C1